2-(3,5-difluorophenyl)-5-methoxy-3,4-dihydro-2H-pyrrole FC=1C=C(C=C(C1)F)C1N=C(CC1)OC